O[C@H]1CC[C@@]2([C@H]3CC[C@@]4([C@H](CC[C@H]4[C@@H]3CC=C2C1)[C@@H](CCC(=O)N1OCCC1)C)C)C (R)-4-((3S,8S,9S,10R,13R,14S,17R)-3-hydroxy-10,13-dimethyl-2,3,4,7,8,9,10,11,12,13,14,15,16,17-tetradecahydro-1H-cyclopenta[a]phenanthren-17-yl)-1-(isoxazolidin-2-yl)pentan-1-one